ClC1=C(C(=O)NCC=2C=CC(=NC2)C2=NC(=CC=C2F)OC)C(=CC=C1)Cl 2,6-dichloro-N-((3'-fluoro-6'-methoxy-[2,2'-bipyridin]-5-yl)methyl)benzamide